O1C=NC=C1CN1C=NC2=C1C=C(C=C2)C(=O)O 1-(1,3-oxazol-5-ylmethyl)-1H-benzimidazole-6-carboxylic acid